(+/-)-(1S,3R)-3-hydroxycyclohexane-1-carboxylic acid isopropyl ester C(C)(C)OC(=O)[C@@H]1C[C@@H](CCC1)O |r|